ClC1=CC=C(C=C1)N1N=C2C(=N1)C=CC(=C2)NCC2CCC2 2-(4-chlorophenyl)-N-(cyclobutylmethyl)benzotriazol-5-amine